(2S)-N-(4-{[3-cyano-1-(2-methylpropyl)-1H-indol-5-yl](methyl)amino}phenyl)pyrrolidine C(#N)C1=CN(C2=CC=C(C=C12)N(C1=CC=C(C=C1)N1CCCC1)C)CC(C)C